3-(2-(azetidin-1-yl)ethoxy)-5-(8-chloroquinolin-6-yl)-6-(1-methyl-1H-pyrazol-3-yl)pyrazin N1(CCC1)CCOC=1C=NC(=C(N1)C=1C=C2C=CC=NC2=C(C1)Cl)C1=NN(C=C1)C